N1(CCC2(CC1)CC1=CC=CC=C1C2)C(=O)O 1,3-dihydrospiro[indene-2,4'-piperidine]-1'-carboxylic acid